dimethyl 2,5-dioxa-adipate C(OCCOC(=O)OC)(=O)OC